1-(1H-pyrazol-5-yl)-4-[2-(trifluoromethyl)phenyl]-2H-pyrazolo[3,4-b]Pyridin-3-one N1N=CC=C1N1NC(C=2C1=NC=CC2C2=C(C=CC=C2)C(F)(F)F)=O